C1(=C(C(=CC(=C1)C)C)OC1=CC=C2C(=N1)C[C@@H]1C=C(C[C@]2([C@@H]1C=C)N(C)C)C)C (5R,9R,11R)-2-(mesityloxy)-N,N,7-trimethyl-11-vinyl-9,10-dihydro-5,9-methanocycloocta[b]pyridin-5(6H)-amine